(rac)-3-((trans-3-methoxy-4-(7-methyl-[1,2,4]triazolo[1,5-a]pyridin-6-yl)piperidin-1-yl)sulfonyl)-6,7-dihydro-5H-pyrazolo[5,1-b][1,3]oxazine CO[C@@H]1CN(CC[C@H]1C=1C(=CC=2N(C1)N=CN2)C)S(=O)(=O)C=2C=NN1C2OCCC1 |r|